ClC1=CC=C(C=C1)SCC=1N=NN(C1)CC1=CC=C(C=C1)NC(=O)C(C(=O)OCC)CC(C)C Ethyl 2-[[4-[[4-[(4-chlorophenyl)sulfanylmethyl]triazol-1-yl]methyl]phenyl]carbamoyl]-4-methyl-pentanoate